(R)-(-)-3-bromo-2-methyl-1-propanol C[C@H](CO)CBr